O1CC2(CC1)C(NC1=CC=CC=C12)=O 1,2-dihydrospiro[indol-3,3'-tetrahydrofuran]-2-one